NC(=O)N.[Rh] rhodium urea